1-difluoromethoxy-2,2-difluoroethane FC(OCC(F)F)F